2,6-di-t-butyl-4-vinylphenol C(C)(C)(C)C1=C(C(=CC(=C1)C=C)C(C)(C)C)O